C1(CC1)C=1C(=C2C(C(N(C2=C(C1)F)CC(=O)NC[C@@H](CC(=O)O)C)=O)(C)C)F (R)-4-(2-(5-cyclopropyl-4,7-difluoro-3,3-dimethyl-2-oxoindol-1-yl)acetamido)-3-methylbutanoic acid